C(CCC)OC(=O)C(C)C=1N=C(NC1)C1=CC=CC=C1 1-butoxycarbonyl-Ethyl-2-phenylimidazole